dimethyl 1-[2-(1,3-dioxoisoindolin-2-yl)ethyl]piperidine-2,5-dicarboxylate O=C1N(C(C2=CC=CC=C12)=O)CCN1C(CCC(C1)C(=O)OC)C(=O)OC